1-[4'-(dimethylaminoethoxy)phenyl]-1-(3'-hydroxyphenyl)-2-phenylbut-1-ene CN(C)CCOC1=CC=C(C=C1)C(=C(CC)C1=CC=CC=C1)C1=CC(=CC=C1)O